6-chloro-3-((1-(2-cyano-3-(6-cyano-3,4-dihydroisoquinolin-2(1H)-yl)-7-methylquinoxalin-5-yl)ethyl)amino)picolinic acid ClC1=CC=C(C(=N1)C(=O)O)NC(C)C1=C2N=C(C(=NC2=CC(=C1)C)C#N)N1CC2=CC=C(C=C2CC1)C#N